CC(C)(C)OC(=O)N1CCC(CC1)C=1N=NC(=CC1)C(=O)NNC(CCl)=O.C1(=CC=C2C=CC3=CC=CC4=CC=C1C2=C34)C3=CC=C(C=C3)C3=CC=C4C=CC2=CC=CC1=CC=C3C4=C21 1,4-bis(pyrene-1-yl)benzene 2-methylpropan-2-yl-4-(6-{[2-(2-chloroacetyl)diazanyl]carbonyl}-1,2-diazin-3-yl)hexahydropyridine-1-carboxylate